CC=1C(=NC=C(C1)C)NCC1=CC(=C(C(=C1)O)N1CC(NS1(=O)=O)=O)F 5-[4-[[(3,5-dimethyl-2-pyridyl)amino]methyl]-2-fluoro-6-hydroxy-phenyl]-1,1-dioxo-1,2,5-thiadiazolidin-3-one